2-[[2,2-difluoro-2-(3-pyridyl)acetyl]amino]-4-[2-phenoxyethyl-[4-(5,6,7,8-tetrahydro-1,8-naphthyridin-2-yl)butyl]amino]butanoic acid FC(C(=O)NC(C(=O)O)CCN(CCCCC1=NC=2NCCCC2C=C1)CCOC1=CC=CC=C1)(C=1C=NC=CC1)F